C1N[C@H](CC2=CC=CC=C12)CC(=O)O (R)-1,2,3,4-tetrahydro-isoquinoline-3-acetic acid